CN(CC)C dimethyl-(ethyl)amine